FC1=C(C(=C(C=C1OC)OC)F)C1=CC2=C(N=C(N=C2)N[C@@H]2COCC[C@@H]2NC(C=C)=O)C(=N1)N1CC(C1)(C)OC N-((3s,4s)-3-((6-(2,6-difluoro-3,5-dimethoxyphenyl)-8-(3-methoxy-3-methylazetidin-1-yl)pyrido[3,4-d]pyrimidin-2-yl)amino)tetrahydro-2H-pyran-4-yl)acrylamide